[Cl-].CN1C=[N+](C=C1)CCC[Si](OC)(OC)OC 1-methyl-3-(3-trimethoxysilylpropyl)imidazolium chloride